N-(2-(benzo[d][1,3]dioxol-5-yl)-4-(((3R,4S,SR)-3,4-dihydroxy-5-methoxy-6,6-dimethyltetrahydro-2H-pyran-2-yl)oxy)phenethyl)acetamide O1COC2=C1C=CC(=C2)C2=C(CCNC(C)=O)C=CC(=C2)O[C@H]2OC(C([C@H]([C@H]2O)O)OC)(C)C |&1:22|